ClC1=C(N)C=CC=C1Cl (d)-2,3-dichloroaniline